S1C(=CC=C1)CC(=O)NNC(C1=CC=C(C=C1)C(F)(F)F)=O N'-(2-(thiophen-2-yl)acetyl)-4-(trifluoro-methyl)benzohydrazide